[Ni+2].C(C)(=O)CC(C)=O Acetylacetone nickel(II)